C(CCCCCC)O[C@@H]1CN(C[C@H]1C(NCCCCCC)=O)C(=O)C1=CC=C(C(=O)N2C[C@H]([C@@H](C2)C(=O)N[C@@H]2[C@H](C2)C2=CC=CC=C2)C(=O)N[C@@H]2[C@H](C2)C2=CC=CC=C2)C=C1 |o1:8,12| (3S,4S)-1-(4-((3S*,4R*)-3-(heptyloxy)-4-(hexylcarbamoyl)pyrrolidine-1-carbonyl)benzoyl)-N3,N4-bis((1S,2R)-2-phenylcyclopropyl)pyrrolidine-3,4-dicarboxamide